N'-((1-(difluoromethyl)-1H-benzo[d]imidazol-2-yl)methyl)-N-methylacetohydrazide FC(N1C(=NC2=C1C=CC=C2)CNN(C(C)=O)C)F